5-{4-[(3S)-4-{6-[(5-bromo-1-methyl-2-oxopyridin-3-yl)amino]pyridin-3-yl}-3-methylpiperazin-1-yl]piperidin-1-yl}-2-(2,6-dioxopiperidin-3-yl)isoindole-1,3-dione BrC=1C=C(C(N(C1)C)=O)NC1=CC=C(C=N1)N1[C@H](CN(CC1)C1CCN(CC1)C=1C=C2C(N(C(C2=CC1)=O)C1C(NC(CC1)=O)=O)=O)C